4-amino-7-chloro-N,1-dimethyl-N-((5R)-2-(trifluoromethyl)-6,7-dihydro-5H-cyclopenta[b]pyridin-5-yl)-1H-pyrazolo[4,3-c]quinoline-8-carboxamide NC1=NC=2C=C(C(=CC2C2=C1C=NN2C)C(=O)N([C@@H]2CCC1=NC(=CC=C12)C(F)(F)F)C)Cl